C1(CC1)C([C@@H](C(=O)NC=1N=NN(C1)C(C)C=1C(=NC=C(C1)F)OC)NC(=O)C1=NON=C1C)C1CC1 N-[(1S)-1-(dicyclopropylmethyl)-2-[[1-[1-(5-fluoro-2-methoxy-3-pyridyl)ethyl]triazol-4-yl]amino]-2-oxo-ethyl]-4-methyl-1,2,5-oxadiazole-3-carboxamide